OC1=C(C=NNC(C2=CC=C(C=C2)C=2NC=CN2)=O)C=CC=C1OC N-(2-hydroxy-3-methoxybenzylidene)-4-(imidazolyl)benzoyl-hydrazine